3-(4-((4-([1,2,4]triazolo[1,5-a]pyridin-7-yloxy)-3-methylphenyl)amino)-3-cyanopyrrolo[1,2-b]pyridazin-5-yl)azetidine-1-carboxylate N=1C=NN2C1C=C(C=C2)OC2=C(C=C(C=C2)NC=2C=1N(N=CC2C#N)C=CC1C1CN(C1)C(=O)[O-])C